(3-((tert-butoxycarbonyl)amino)bicyclo[1.1.1]pentan-1-yl)methylmethanesulfonate C(C)(C)(C)OC(=O)NC12CC(C1)(C2)CCS(=O)(=O)[O-]